5-[4-[2-(4-Piperidyl)acetyl]-1-oxa-4,9-diazaspiro[5.5]undecan-9-yl]-5-[4-[4-(trifluoromethoxy)phenoxy]phenyl]hexahydropyrimidine-2,4,6-trione N1CCC(CC1)CC(=O)N1CCOC2(C1)CCN(CC2)C2(C(NC(NC2=O)=O)=O)C2=CC=C(C=C2)OC2=CC=C(C=C2)OC(F)(F)F